1-bromo-3-chloro-5-((2-fluorobenzyl)oxy)benzene BrC1=CC(=CC(=C1)OCC1=C(C=CC=C1)F)Cl